7-chloro-6-[3,5-difluoro-4-(4-methylpiperazin-1-yl)phenyl]quinoline-5,8-dione ClC1=C(C(C=2C=CC=NC2C1=O)=O)C1=CC(=C(C(=C1)F)N1CCN(CC1)C)F